C1(CC12CN(CCC2)C(=O)OC(C)(C)C)C(=O)OCC 5-tert-butyl 1-ethyl 5-azaspiro[2.5]octane-1,5-dicarboxylate